COC(C(S(=O)(=O)C)C1=NC2=C(C(N(C=C2C=C1)C1=CC2=CN(N=C2C=C1)C)=O)C1=CC=C(C=C1)Cl)=O (8-(4-chlorophenyl)-6-(2-methyl-2H-indazol-5-yl)-7-oxo-6,7-dihydro-1,6-naphthyridin-2-yl)-2-(methylsulfonyl)acetic acid methyl ester